(3-(2,6-dioxopiperidin-3-yl)-2-methylquinolin-7-yl)methyl (1-phenylpiperidin-4-yl)carbamate C1(=CC=CC=C1)N1CCC(CC1)NC(OCC1=CC=C2C=C(C(=NC2=C1)C)C1C(NC(CC1)=O)=O)=O